[Ag+].C1(=CC=CC=C1)[B-](C1=CC=CC=C1)(C1=CC=CC=C1)C1=CC=CC=C1.N12CCCCCC2=NCCC1 1,8-diazabicyclo[5.4.0]-7-undecene tetraphenyl-borate silver(I)